C1(=CC=CC=C1)C(C1=CC=CC=C1)=NC(C#N)CC=1OC2=C(C1)C=C(C=C2)C=2C=CC1=C(N(C(O1)=O)C)C2 2-[(diphenylmethylidene)amino]-3-[5-(3-methyl-2-oxo-1,3-benzoxazol-5-yl)-1-benzofuran-2-yl]propanenitrile